(R)-N-(3-(6-Azaspiro[2.5]octan-6-yl)-5-(1,1,1-trifluoro-2-hydroxypropan-2-yl)pyrazin-2-yl)-3-(N-(tert-butyl)sulfamoyl)benzamide C1CC12CCN(CC2)C=2C(=NC=C(N2)[C@@](C(F)(F)F)(C)O)NC(C2=CC(=CC=C2)S(NC(C)(C)C)(=O)=O)=O